(3S,4R)-4-(2-(2-chlorophenyl)-5,7-dihydroxy-4-oxo-4H-chromen-8-yl)-1-methylpiperidin-3-yl pentanoate C(CCCC)(=O)O[C@@H]1CN(CC[C@@H]1C=1C(=CC(=C2C(C=C(OC12)C1=C(C=CC=C1)Cl)=O)O)O)C